(R)-4-(5-(difluoromethyl)-1,3,4-thiadiazol-2-yl)-2-methyl-8-(6-methyl-4,7-diazaspiro[2.5]octan-7-yl)-N-(1-methylcyclopropyl)quinazoline-6-sulfonamide FC(C1=NN=C(S1)C1=NC(=NC2=C(C=C(C=C12)S(=O)(=O)NC1(CC1)C)N1[C@@H](CNC2(CC2)C1)C)C)F